FC=1C=CC(=C(C(=O)O)C1)NC(C)C=1C=C(C=C2C(C=C(OC12)N1CC2=CC=C(C=C2C1)F)=O)C 5-Fluoro-2-[1-[2-(5-fluoroisoindolin-2-yl)-6-methyl-4-oxo-chromen-8-yl]ethylamino]benzoic Acid